5-(2-(1H-indol-3-yl)ethyl)-2-benzyl-6-((tetrahydro-2H-pyran-4-yl)methyl)-5,6,7,8-tetrahydro-[1,3]dioxazolo[4,5-g]isoquinoline N1C=C(C2=CC=CC=C12)CCC1N(CCC=2C=C3C(=CC12)ON(O3)CC3=CC=CC=C3)CC3CCOCC3